2-amino-4-ketopyrimidine NC1=NC=CC(N1)=O